FC=1C(=NC=CC1)NC1=NN(C2=C1C=NC(=C2)C(=O)N2CCOCCC2)CC(F)(F)F [3-[(3-fluoro-2-pyridyl)amino]-1-(2,2,2-trifluoroethyl)pyrazolo[4,3-c]pyridin-6-yl]-(1,4-oxazepan-4-yl)methanone